COC1=CC=C(CN(C2=NC(=C(C=3N2N=C(N3)COC3=C(C#N)C=CC=N3)Br)C3=CC(=CC=C3)C#N)CC3=CC=C(C=C3)OC)C=C1 2-((5-(bis(4-methoxybenzyl)amino)-8-bromo-7-(3-cyanophenyl)-[1,2,4]triazolo[1,5-c]pyrimidin-2-yl)methoxy)nicotinonitrile